(±)-1-(sec-Butyl)-3-methyl-1H-pyrazolo[4,3-b]pyridine-5,7-diol [C@@H](C)(CC)N1N=C(C2=NC(=CC(=C21)O)O)C |r|